Phenyl-Carboxamide C1(=CC=CC=C1)C(=O)N